CN1N=C(C=C1)C1=CSC2=C1N=C(N=C2N2[C@@H](COCC2)C)C2=C1C(=NC=C2)NC=C1 (R)-4-(7-(1-Methyl-1H-pyrazol-3-yl)-2-(1H-pyrrolo[2,3-b]pyridin-4-yl)thieno[3,2-d]pyrimidin-4-yl)-3-methylmorpholine